(R)-2-[5-[2-[(2,6-dimethylpyrimidin-4-yl)amino]pyrazolo[1,5-a]pyridin-5-yl]-1-methyl-pyrazol-4-yl]oxy-1-(1-methylcyclopropyl)ethanol CC1=NC(=CC(=N1)NC1=NN2C(C=C(C=C2)C2=C(C=NN2C)OC[C@H](O)C2(CC2)C)=C1)C